3-bromo-N-[(1S)-2-(3-cyanophenyl)-1-(1,3-thiazol-2-yl)ethyl]benzene-1-sulfonamide BrC=1C=C(C=CC1)S(=O)(=O)N[C@@H](CC1=CC(=CC=C1)C#N)C=1SC=CN1